C(C)C(C(=O)O)CCCCC.C1(=CC=CC2=CC3=CC=CC=C3C=C12)C(=O)O ANTHrATE (ethyl heptanoate)